(R,R and S,S)-tert-butyl 4-(5-chloro-1-(tetrahydro-2H-pyran-2-yl)-1H-indazol-6-yl)-3-fluoropiperidine-1-carboxylate ClC=1C=C2C=NN(C2=CC1[C@@H]1[C@H](CN(CC1)C(=O)OC(C)(C)C)F)[C@H]1OCCCC1 |&1:10|